7-bromo-5-(cyclopropylmethoxy)benzo[b]thiophene-2-carboxamide BrC1=CC(=CC2=C1SC(=C2)C(=O)N)OCC2CC2